(2,2,6,6-tetramethyl-piperidin-4-yl)butylamine CC1(NC(CC(C1)CCCCN)(C)C)C